Dicyclohexylammonium 3-(2-(4-fluorophenyl)-5-(1-(trifluoromethyl)-cyclopropyl)-1H-pyrrol-3-yl)propanoate FC1=CC=C(C=C1)C=1NC(=CC1CCC(=O)[O-])C1(CC1)C(F)(F)F.C1(CCCCC1)[NH2+]C1CCCCC1